1-(2-(4-(3,5-Bis(Trifluoromethyl)Phenyl)Piperazin-1-yl)-2-Oxo-1-Phenylethyl)Pyrrolidine-2,5-Dione FC(C=1C=C(C=C(C1)C(F)(F)F)N1CCN(CC1)C(C(C1=CC=CC=C1)N1C(CCC1=O)=O)=O)(F)F